NC1=NC2=CC(=CC(=C2C=C1Cl)F)OC(C)C=1[C@H]([C@H]([C@@H](C1)N1C=CC2=C1N=CN=C2N)O)O (1S,2R,5R)-3-(1-((2-amino-3-chloro-5-fluoroquinolin-7-yl)oxy)ethyl)-5-(4-amino-7H-pyrrolo[2,3-d]pyrimidin-7-yl)cyclopent-3-ene-1,2-diol